tert-butyl (1R,5S)-3-(7-(8-chloronaphthalen-1-yl)-2-((tetrahydro-1H-pyrrolizin-7a(5H)-yl)methoxy)pyrido[2,3-d]pyrimidin-4-yl)-3,8-diazabicyclo[3.2.1]octane-8-carboxylate ClC=1C=CC=C2C=CC=C(C12)C=1C=CC2=C(N=C(N=C2N2C[C@H]3CC[C@@H](C2)N3C(=O)OC(C)(C)C)OCC32CCCN2CCC3)N1